N(N)C1=NC=C(C(=O)N[C@H](C)C(=O)N2[C@@H](CCC2)B(O)O)C=C1 ((R)-1-((6-hydrazinylnicotinoyl)-D-alanyl)pyrrolidin-2-yl)boronic acid